BrC1=C(C=CC=C1)C1C(C1)NC(OC(C)(C)C)=O tert-butyl (2-(2-bromophenyl)cyclopropyl)carbamate